2-((1H-pyrazol-3-yl)methyl)-6-((2-aminooxazol-4-yl)methyl)-4-methyl-4H-thiazolo[5',4':4,5]pyrrolo[2,3-d]pyridazin-5(6H)-one N1N=C(C=C1)CC=1SC2=C(N(C=3C(N(N=CC32)CC=3N=C(OC3)N)=O)C)N1